2-(dodecyloxy)-Ethanol C(CCCCCCCCCCC)OCCO